O[C@]12C[C@H](CC[C@@]2([C@H]2CC[C@@]3([C@H](CC[C@@]3([C@@H]2CC1)O)C=1C=CC(OC1)=O)C)C)NC(OCCN1CC(NCC1)=O)=O 2-(3-oxopiperazin-1-yl)ethyl ((3S,5S,8R,9S,10R,13R,14S,17R)-5,14-dihydroxy-10,13-dimethyl-17-(2-oxo-2H-pyran-5-yl)hexadecahydro-1H-cyclopenta[a]phenanthren-3-yl)carbamate